COC=1C=C2C(=CNC2=CC1)C(C(=O)NC1C(N(CC1)C1=CC=CC=C1)=O)=O 2-(5-methoxy-1H-indol-3-yl)-2-oxo-N-(2-oxo-1-phenylpyrrolidin-3-yl)acetamide